4,4'-(((5-methyl-1,3-phenylene)bis(methylene))bis(oxy))bis(3-methoxybenzonitrile) CC=1C=C(C=C(C1)COC1=C(C=C(C#N)C=C1)OC)COC1=C(C=C(C#N)C=C1)OC